FC(C(=O)O)(OC1=CC(=CC=C1)C=O)F 2,2-DIFLUORO-2-(3-FORMYLPHENOXY)ACETIC ACID